ClS(=O)(=O)N1CC(C1)NC(OC(C)(C)C)=O tert-butyl (1-(chlorosulfonyl)azetidin-3-yl)carbamate